C1(CCCCC1)P(C(=C(C1=CC=CC=C1)C1=CC=CC=C1)C)C1CCCCC1 dicyclohexyl-[1,1'-diphenyl-1-propen-2-yl]phosphine